2-Ethyl-4-[[(1S)-1-[3-fluoro-4-(1-methylindazol-5-yl)oxy-phenyl]ethyl]amino]-3H-pyrrolo[3,4-c]pyridin-1-one C(C)N1CC=2C(=NC=CC2C1=O)N[C@@H](C)C1=CC(=C(C=C1)OC=1C=C2C=NN(C2=CC1)C)F